ClC=1C=C(C=CC1N1C(CCC1)=O)C(CNC1=CC(=NN1)[C@@H]1C[C@@H](CC1)N(C([O-])=O)C1(CC1)C)C (1R,3S)-3-(5-(2-(3-Chloro-4-(2-oxopyrrolidin-1-yl)phenyl)propylamino)-1H-pyrazol-3-yl)cyclopentanyl(1-methylcyclopropyl)carbamate